2,2-bis(((2-cyano-3,3-diphenylacryloyl)oxy)methyl)propane-1,3-diyl bis(2-cyano-3,3-diphenylacrylate) C(#N)C(C(=O)OCC(COC(C(=C(C1=CC=CC=C1)C1=CC=CC=C1)C#N)=O)(COC(C(=C(C1=CC=CC=C1)C1=CC=CC=C1)C#N)=O)COC(C(=C(C1=CC=CC=C1)C1=CC=CC=C1)C#N)=O)=C(C1=CC=CC=C1)C1=CC=CC=C1